adamantyl-N-acetylcystein C12(CC3CC(CC(C1)C3)C2)N([C@@H](CS)C(=O)O)C(C)=O